FCC12CC(C1)C2 3-(fluoromethyl)bicyclo[1.1.1]pentane